CC1=CC=C(C=C1)S(=O)C1=C(C=CC=C1)N1CCNCC1 1-(2-(p-methylphenylsulfinyl)phenyl)piperazine